N1C(=CC=2C=NC=CC21)C(=O)N2CCC(CC2)CCCCNC(=O)C2=CC=1C=NC=CC1N2 N-{4-[1-({1H-pyrrolo[3,2-c]pyridin-2-yl}carbonyl)piperidin-4-yl]butyl}-1H-pyrrolo[3,2-c]pyridine-2-carboxamide